C(C)(C)(C)OC(=O)N1CCN(CC1)C1=CC=C(C=N1)B(O)O (6-(4-(tert-butoxycarbonyl)piperazine-1-yl)pyridine-3-yl)boronic acid